2,3-dibromobenzofuran BrC=1OC2=C(C1Br)C=CC=C2